O[C@@H]1C[C@H](N(C1)C([C@H](C(C)(C)C)NC(CN1CCCCC1)=O)=O)C(N[C@@H](CO)C1=CC=C(C=C1)C1=C(N=CS1)C)=O 1-(2-(((S)-1-((2S,4R)-4-hydroxy-2-(((R)-2-hydroxy-1-(4-(4-methylthiazol-5-yl)phenyl)ethyl)carbamoyl)pyrrolidin-1-yl)-3,3-dimethyl-1-oxobutan-2-yl)amino)-2-oxoethyl)piperidin